9-bromo-7,12-dihydro-5-methoxycarbonylmethyl-indolo[3,2-d][1]benzazepin-6(5H)-one BrC=1C=C2C(=CC1)NC1=C2CC(N(C2=C1C=CC=C2)CC(=O)OC)=O